CN(CCCC(=O)N(CCCCCCCC(OCCC(CCCCC)CCCCC)=O)C(CCCCC=CC(=O)OC(CCCCCCCC)CCCCCCCC)CCCCCCCCCC)C Heptadecan-9-yl 8-(4-(dimethylamino)-N-(8-oxo-8-((3-pentyloctyl)oxy)-octyl)butanamido)-octadecenoate